C(C)SCCNCC1=NC(=CC=C1)C 2-(ethylsulfanyl)-N-((6-methylpyridin-2-yl)methyl)ethan-1-amine